4'-bromotri(4-biphenylyl)amine C1=CC=C(C=C1)C2=CC=C(C=C2)N(C3=CC=C(C=C3)C4=CC=CC=C4)C5=CC=C(C=C5)C6=CC=C(C=C6)Br